[[1-(2,6-dioxo-3-piperidyl)-3-methyl-2-oxo-benzimidazol-5-yl] methyl]carbamate O=C1NC(CCC1N1C(N(C2=C1C=CC(=C2)CNC([O-])=O)C)=O)=O